FC1(C(N(CC1)NCC1=NC=C(C=C1)C(F)(F)F)=O)F 3,3-difluoro-1-(((5-(trifluoromethyl)pyridin-2-yl)methyl)amino)pyrrolidin-2-one